FC=1C=C(C=CC1C(NC1=C(C(=CC(=C1)F)B1OC(C(O1)(C)C)(C)C)C)=O)C(C)(C)OP(=O)(O)OCCNC(OCC1=CC=CC=C1)=O Benzyl (2-((((2-(3-fluoro-4-((5-fluoro-2-methyl-3-(4,4,5,5-tetramethyl-1,3,2-dioxaborolan-2-yl)phenyl)carbamoyl)phenyl)propan-2-yl)oxy)(hydroxy)phosphoryl)oxy)ethyl)carbamate